2-(5-{[(2R,4S)-2-(Hydroxymethyl)piperidin-4-yl](methyl)amino}[1,3]thiazolo[5,4-d][1,3]thiazol-2-yl)-5-(1H-pyrazol-4-yl)phenol Dihydrochlorid Cl.Cl.OC[C@@H]1NCC[C@@H](C1)N(C=1SC2=C(N1)SC(=N2)C2=C(C=C(C=C2)C=2C=NNC2)O)C